3-(4-propylphenyl)-isoxazole C(CC)C1=CC=C(C=C1)C1=NOC=C1